N-(6-(2H-1,2,3-triazol-2-yl)-5-(trifluoromethyl)pyridin-3-yl)-4-(3-amino-5-ethynylpyridin-4-yl)-2-chloro-5-fluorobenzamide N=1N(N=CC1)C1=C(C=C(C=N1)NC(C1=C(C=C(C(=C1)F)C1=C(C=NC=C1C#C)N)Cl)=O)C(F)(F)F